C12C(C3CC(CC(C1)C3)C2)NCCCCCNC2=C3C(N(C(=NC3=CC=C2)C)C2C(NC(CC2)=O)=O)=O 3-(5-((5-(((1r,3r,5r,7r)-adamantan-2-yl)amino)pentyl)amino)-2-methyl-4-oxoquinazoline-3(4H)-yl)piperidine-2,6-dione